3-{[1-(4-chloro-3-fluorophenyl)-3-methyl-1H-1,2,4-triazol-5-yl]methyl}-1-({1-[(oxan-4-yl)methyl]-1H-1,2,4-triazol-5-yl}methyl)urea ClC1=C(C=C(C=C1)N1N=C(N=C1CNC(NCC1=NC=NN1CC1CCOCC1)=O)C)F